(R)-2-(6-bromo-1-oxo-3,4-dihydropyrrolo[1,2-c]pyrimidin-2(1H)-yl)propionic acid tert-butyl ester C(C)(C)(C)OC([C@@H](C)N1C(N2C(CC1)=CC(=C2)Br)=O)=O